7-Benzyl-9,9-difluoro-3-(2-methylbenzyl)-2,3,6,7,8,9-hexahydroimidazo[1,2-a]pyrido[3,4-e]pyrimidin-5(1H)-one C(C1=CC=CC=C1)N1CC=2C(N=C3N(C2C(C1)(F)F)CCN3CC3=C(C=CC=C3)C)=O